Cl.CN[C@@H]1COC2=C1C=CC(=C2)Cl (S)-N-methyl-6-chloro-2,3-dihydrobenzofuran-3-amine hydrogen chloride